(1-methylcyclohexyl)methanamine CC1(CCCCC1)CN